CC1=CC2=C(C3=CC=C(C=C3C(=C2C=C1)OC(=O)CCC(=O)O)C)OC(=O)CCC(=O)O 2,6-dimethyl-9,10-bis(2-carboxyethyl)carbonyloxyanthracene